N-(3-bromo-2-methylphenylethyl)formamide BrC=1C(=C(C=CC1)CCNC=O)C